ClC=1C=CC2=C(C3(N(CC(N2C)=O)C(C=C(O3)C)=O)C3=CC=CC=C3)C1 11-chloro-8,12b-dihydro-2,8-dimethyl-12b-phenyl-4H-[1,3]oxazino[3,2-d][1,4]benzodiazepin-4,7(6H)-dione